C(C1=CC=CC=C1)OC1=NN2C(C=3N([C@H](C2)C)C(=NC3)[C@@](C(F)(F)F)(C)O)=C1 (R)-2-((S)-9-(benzyloxy)-5-methyl-5,6-dihydroimidazo[1,5-a]pyrazolo[5,1-c]pyrazine-3-yl)-1,1,1-trifluoropropan-2-ol